N=1ON=C2C1C=CC(=C2)C[C@H]2NC[C@H](C2)O (2R,3S,4S)-2-(2,1,3-benzoxadiazol-5-ylmethyl)-4-hydroxypyrrolidin